The molecule is a glycophytoceramide having an alpha-D-galactopyranosyl residue at the O-1 position and an 8-phenyloctanoyl group attached to the nitrogen. It derives from an alpha-D-galactose. CCCCCCCCCCCCCC[C@H]([C@H]([C@H](CO[C@@H]1[C@@H]([C@H]([C@H]([C@H](O1)CO)O)O)O)NC(=O)CCCCCCCC2=CC=CC=C2)O)O